tert-butyl 3-(5-amino-3-pyridyl)pyrrolidine-1-carboxylate NC=1C=C(C=NC1)C1CN(CC1)C(=O)OC(C)(C)C